O1C=COC1 1,4-dioxole